3-carbamoyl-pyrazolo[1,5-a]pyridin C(N)(=O)C=1C=NN2C1C=CC=C2